O[C@@H](CN(C(C)=O)C)C1=CC=C(C=C1)OCCCSC1=NN=NN1C1=CC=CC=C1 (R)-N-(2-Hydroxy-2-(4-(3-((1-phenyl-1H-tetrazol-5-yl)thio)propoxy)phenyl)ethyl)-N-methylacetamide